benzyl (1R,5S,6s)-6-((6-(4-fluorophenyl)-4-propionylpyridin-2-yl)oxy)-3-azabicyclo[3.1.0]hexane-3-carboxylate FC1=CC=C(C=C1)C1=CC(=CC(=N1)OC1[C@@H]2CN(C[C@H]12)C(=O)OCC1=CC=CC=C1)C(CC)=O